3-(2-hydroxypropan-2-yl)pyrrolidine-1-carboxamide OC(C)(C)C1CN(CC1)C(=O)N